C12(C(=C3C(=C1)O3)O2)OC23C(=C1C(=C2)O1)O3 Bis-epoxydicyclopentadienylether